C(C)OC(=O)C1CC(C1)COS(=O)(=O)C 3-(methylsulfonyloxymethyl)cyclobutanecarboxylic acid ethyl ester